C(C)(C)(C)OC(=O)NC1C(N(CCC1)C(=O)OCC1=CC=CC=C1)COC1CCC2(OCCO2)CC1 benzyl 3-[(tert-butoxycarbonyl)amino]-2-([1,4-dioxaspiro[4.5]decan-8-yloxy]methyl)piperidine-1-carboxylate